C(C=C)N1[C@H]([C@H]([C@H]1CO)C1=CC=C(C=C1)Br)C#N (2R,3R,4S)-1-allyl-3-(4-bromophenyl)-4-(hydroxymethyl)azetidine-2-carbonitrile